ClC1=CC=C(C=C1)C1=C(C=CC=C1)CN1C2CN(C(C1)C2)CC=2C=C1CN(C(C1=CC2)=O)C2C(NC(CC2)=O)=O 3-(5-((5-((4'-chloro-[1,1'-biphenyl]-2-yl)methyl)-2,5-diazabicyclo[2.2.1]heptane-2-yl)methyl)-1-oxoisoindolin-2-yl)piperidine-2,6-dione